4-nitrophenylphenyl ((S)-1-(cyclohexylamino)-1-oxopropan-2-yl) phosphoramidate P(OC1=C(C=CC=C1)C1=CC=C(C=C1)[N+](=O)[O-])(O[C@H](C(=O)NC1CCCCC1)C)(=O)N